2-(2-chloro-6-(trifluoromethyl)-1H-benzo[d]imidazol-1-yl)-1-morpholinoethanone ClC1=NC2=C(N1CC(=O)N1CCOCC1)C=C(C=C2)C(F)(F)F